3,5-bis(2',5'-dicarboxyphenyl)pyridine C(=O)(O)C1=C(C=C(C=C1)C(=O)O)C=1C=NC=C(C1)C1=C(C=CC(=C1)C(=O)O)C(=O)O